(S)-N-((1-(5-(6-(3-cyanopyrrolo[1,2-b]pyridazin-7-yl)-4-(isopropylamino)pyridin-3-yl)-1,3,4-thiadiazole-2-carbonyl)pyrrolidin-2-yl)methyl)acetamide C(#N)C1=CC=2N(N=C1)C(=CC2)C2=CC(=C(C=N2)C2=NN=C(S2)C(=O)N2[C@@H](CCC2)CNC(C)=O)NC(C)C